methyl 5-(1-(adamantan-1-ylmethyl)-5-methyl-1H-pyrazol-4-yl)-1H-pyrrolo[2,3-b]pyridine-4-carboxylate C12(CC3CC(CC(C1)C3)C2)CN2N=CC(=C2C)C2=C(C3=C(N=C2)NC=C3)C(=O)OC